(S) or (R)-5-(2-hydroxypropan-2-yl)-N'-((3,5,6,7-tetrahydro-2H-indeno[5,6-b]furan-8-yl)carbamoyl)thiazole-2-sulfonimidamide OC(C)(C)C1=CN=C(S1)[S@](=O)(N)=NC(NC1=C2CCCC2=CC2=C1OCC2)=O |o1:9|